(2RS,4R)-6-((tert-Butyldiphenylsilyl)oxy)-4-methylhexan-2-ol [Si](C1=CC=CC=C1)(C1=CC=CC=C1)(C(C)(C)C)OCC[C@H](C[C@@H](C)O)C |&1:22|